propionic acid anhydride C(CC)(=O)OC(CC)=O